C(=C)C=1C=C2CCC(NC2=CC1)=O 6-vinyl-3,4-dihydro-1H-quinolin-2-one